1-(2-((2S,4R)-2-(3-chloro-2-fluorobenzyl-carbamoyl)-4-fluoropyrrolidin-1-yl)-2-oxoethyl)-5-(pyrimidin-5-yl)-1H-pyrazolo[3,4-c]pyridine-3-carboxamide ClC=1C(=C(CNC(=O)[C@H]2N(C[C@@H](C2)F)C(CN2N=C(C=3C2=CN=C(C3)C=3C=NC=NC3)C(=O)N)=O)C=CC1)F